triisopropoxy(trimethylsiloxy)silicon C(C)(C)O[Si](O[Si](C)(C)C)(OC(C)C)OC(C)C